tert-butyl 2-methoxy-3-(4,4,5,5-tetramethyl-1,3,2-dioxaborolan-2-yl)benzylcarbamate COC1=C(CNC(OC(C)(C)C)=O)C=CC=C1B1OC(C(O1)(C)C)(C)C